methyl 3-fluoro-4-(2-(3-fluoro-5-(methoxycarbonyl)-4-methylphenoxy)ethoxy)-2-methylbenzoate FC=1C(=C(C(=O)OC)C=CC1OCCOC1=CC(=C(C(=C1)C(=O)OC)C)F)C